4-(5-(3-((2-(3-carboxypropanoyl)-4-chloro-6-methoxyisoindolin-5-yl)oxy)propoxy)-6-methoxyisoindolin-2-yl)-4-oxobutanoic acid C(=O)(O)CCC(=O)N1CC2=CC(=C(C(=C2C1)Cl)OCCCOC=1C=C2CN(CC2=CC1OC)C(CCC(=O)O)=O)OC